2-(N-succinyl-L-aspart-1-yl)amino-6-trifluoromethoxy-benzothiazole C(CCC(=O)O)(=O)N[C@@H](CC(O)=O)C(=O)NC=1SC2=C(N1)C=CC(=C2)OC(F)(F)F